(R)-2-(2-((5-(1-aminoisoquinolin-7-yl)-1'-(tert-butoxycarbonyl)-2,3-dihydrospiro[inden-1,4'-piperidin]-3-yl)oxy)phenyl)acetic acid NC1=NC=CC2=CC=C(C=C12)C=1C=C2[C@@H](CC3(CCN(CC3)C(=O)OC(C)(C)C)C2=CC1)OC1=C(C=CC=C1)CC(=O)O